BrC=1C=C(C=CC1O)CC(=O)O 2-(3-bromo-4-hydroxyphenyl)acetic acid